1-(2-aminopyrimidin-4-yl)-6-bromo-1H-indole-3-carboxylic acid tert-butyl ester C(C)(C)(C)OC(=O)C1=CN(C2=CC(=CC=C12)Br)C1=NC(=NC=C1)N